OC1CN(C1)C(=O)C=1C=NC2=C(C=C(C=C2C1)OC)N1CCC(CC1)C(F)(F)F (3-hydroxyazetidin-1-yl)(6-methoxy-8-(4-(trifluoromethyl)piperidin-1-yl)quinolin-3-yl)methanone